Cl.N[C@@H]1[C@@H](CCC(C1)(F)F)C1=C(C2=NC(=CC(=C2S1)NCC=1SC=CC1)Cl)Br 2-((1R,2S)-2-amino-4,4-difluorocyclohexyl)-3-bromo-5-chloro-N-(thiophen-2-ylmethyl)thieno[3,2-b]pyridin-7-amine hydrochloride